CC1=C(C=CC(=C1)N)C1=CC=C(C=C1)[N+](=O)[O-] methyl-4'-nitrobiphenyl-4-amine